((5-(imidazo[1,2-a]pyridin-3-yl)-2-methylphenyl)sulfonyl)morpholine N=1C=C(N2C1C=CC=C2)C=2C=CC(=C(C2)S(=O)(=O)N2CCOCC2)C